ClC=1C=CC(=C(C1)C1=CC(=C(N=N1)OC)C1(CC(=NC=C1)N)N)F 4-[6-(5-chloro-2-fluorophenyl)-3-methoxypyridazin-4-yl]pyridine-2,4-diamine